5-oxo-1,3a,4,5,6,6a-hexahydropentalen-2-yl trifluoromethanesulfonate FC(S(=O)(=O)OC=1CC2CC(CC2C1)=O)(F)F